N,N',N'',N'''-Tetrakis-(2,4-bis[N-(1-cyclohexyloxy-2,2,6,6-tetramethylpiperidin-4-yl)butylamino]-1,3,5-triazin-6-yl)-1,5,8,12-tetrazadodecan C1(CCCCC1)ON1C(CC(CC1(C)C)CCCCNC1=NC(=NC(=N1)NCCCCC1CC(N(C(C1)(C)C)OC1CCCCC1)(C)C)NCCCN(CCN(CCCNC1=NC(=NC(=N1)NCCCCC1CC(N(C(C1)(C)C)OC1CCCCC1)(C)C)NCCCCC1CC(N(C(C1)(C)C)OC1CCCCC1)(C)C)C1=NC(=NC(=N1)NCCCCC1CC(N(C(C1)(C)C)OC1CCCCC1)(C)C)NCCCCC1CC(N(C(C1)(C)C)OC1CCCCC1)(C)C)C1=NC(=NC(=N1)NCCCCC1CC(N(C(C1)(C)C)OC1CCCCC1)(C)C)NCCCCC1CC(N(C(C1)(C)C)OC1CCCCC1)(C)C)(C)C